C(C)(C)NC=1SC(=C(N1)C)C(C=C)=O 1-(2-(isopropylamino)-4-methylthiazol-5-yl)prop-2-en-1-one